4-(6-(4-acrylamidophenyl)-4-aminopyrazolo[5,1-f][1,2,4]triazin-5-yl)-N-cyclobutyl-2-methoxy-5-methylbenzamide C(C=C)(=O)NC1=CC=C(C=C1)C1=NN2N=CN=C(C2=C1C1=CC(=C(C(=O)NC2CCC2)C=C1C)OC)N